N-(3-(aminomethyl)benzyl)-N-ethyl-ethylamine NCC=1C=C(CN(CC)CC)C=CC1